FC1=C(C=CC(=C1)F)S(=O)(=O)NC=1C=C(C=NC1OC)C=1C=C2C(=NC=NC2=CC1)C=1CC=NCC1 4-(6-(5-((2,4-difluorophenyl)sulfonamido)-6-methoxypyridin-3-yl)quinazolin-4-yl)-3,6-diHydropyridine